1-[4-(2-chloro-4-fluorophenyl)piperidin-1-yl]-2-{3-[(2R,6S)-2,6-dimethylmorpholine-4-carbonyl]-5,6-dihydrocyclopenta[c]pyrazol-1(4H)-yl}ethan-1-one ClC1=C(C=CC(=C1)F)C1CCN(CC1)C(CN1N=C(C2=C1CCC2)C(=O)N2C[C@H](O[C@H](C2)C)C)=O